CCCCCCCCCCC[C@H](CC(=O)N[C@@H]1[C@H]([C@@H]([C@H](O[C@@H]1OP(=O)([O-])[O-])CO[C@H]2[C@@H]([C@H]([C@@H]([C@H](O2)CO[C@@]3(C[C@H]([C@H]([C@H](O3)[C@@H](CO)O)O)O[C@@]4(C[C@H]([C@H]([C@H](O4)[C@@H](CO)O)O)O)C(=O)[O-])C(=O)[O-])OP(=O)([O-])O[C@@H]5[C@@H]([C@H]([C@H](CO5)[NH3+])O)O)OC(=O)C[C@@H](CCCCCCCCCCC)O)NC(=O)C[C@@H](CCCCCCCCCCC)O)O)OC(=O)C[C@@H](CCCCCCCCCCC)O)O The molecule is the organophosphate oxoanion formed from beta-L-Ara4N-(KDO)2-lipid IVA by deprotonation of the carboxy and phosphate groups. Major microspecies at pH 7.3. It is a carbohydrate acid derivative anion and a lipid IVA oxoanion. It is a conjugate base of a beta-L-Ara4N-(KDO)2-lipid IVA.